6-((1H-indazol-4-yl)methyl)-4-methyl-2-((6-oxo-1,6-dihydropyridin-3-yl)methyl)-4,6-dihydro-5H-thiazolo[5',4':4,5]pyrrolo[2,3-d]pyridazin-5-one N1N=CC2=C(C=CC=C12)CN1N=CC2=C(C1=O)N(C1=C2SC(=N1)CC1=CNC(C=C1)=O)C